COC1=C(C=CC(=C1)C(F)(F)F)C=1N(C(C=2N(C(=NC2N1)N[C@H]1CNCCC1)C)=O)C (R)-2-(2-methoxy-4-trifluoromethylphenyl)-1,7-dimethyl-8-(piperidin-3-ylamino)-1,7-dihydro-6H-purin-6-one